O1C(CCC1COC=1C=CC(=C(C(=O)OC)C1)N)COC=1C=CC(=C(C(=O)OC)C1)N Dimethyl 5,5'-(((tetrahydrofuran-2,5-diyl)bis(methylene))bis(oxy))bis(2-aminobenzoate)